N[C@H](C(=O)O)CC1=CC(=CC2=C1COB2O)F (2S)-2-amino-3-(6-fluoro-1-hydroxy-3H-2,1-benzoxaborol-4-yl)propanoic acid